FC(C(CF)F)(Cl)Cl 1,2,3-trifluoro-1,1-dichloropropane